C1=CC=CC2=CC3=CC=CC=C3C(=C12)C#CC=1C=C2C(C(=O)OC2=O)=CC1 4-(9-anthrylethynyl)phthalic anhydride